(S)-1-(4-(2-fluoropyridin-4-yl)-2-(trifluoromethyl)phenoxy)-2,4-dimethylpentan-2-amine FC1=NC=CC(=C1)C1=CC(=C(OC[C@](CC(C)C)(N)C)C=C1)C(F)(F)F